1-(5-fluoro-2-hydroxymethylphenyl)-3-(3-methylsulphanylphenyl)urea FC=1C=CC(=C(C1)NC(=O)NC1=CC(=CC=C1)SC)CO